C(CC(C)C)(=O)OC1CCCCC1 CYCLOHEXYL ISOVALERATE